terbium tetracarboxyporphyrin C(=O)(O)C1=C2C=CC(C(=C3C=CC(=C(C=4C=CC(=C(C5=CC=C1N5)C(=O)O)N4)C(=O)O)N3)C(=O)O)=N2.[Tb]